L-alanine cyclobutylmethyl ester C1(CCC1)COC([C@@H](N)C)=O